3-bromo-4-methoxy-1-methylquinolin-2(1H)-one BrC=1C(N(C2=CC=CC=C2C1OC)C)=O